CNS(OCC(=O)NC=1SC(=C(N1)C)C(C)(C)C1=CC(=CC=C1)Cl)(=O)=O 2-((5-(2-(3-chlorophenyl)propan-2-yl)-4-methylthiazol-2-yl)amino)-2-oxoethyl methylsulfamate